(5,5-dimethyl-4,5-dihydroisoxazol-3-yl)methanol CC1(CC(=NO1)CO)C